FC(C(=O)N[C@@H]1[C@H](CNCC1)C)(COC1=NC=CC=C1C(F)(F)F)F 2,2-difluoro-N-((3S,4S)-3-methylpiperidin-4-yl)-3-((3-(trifluoromethyl)pyridin-2-yl)oxy)propanamide